C1(CC1)[C@@H](CC(=O)NC[C@H](CC=1C=C2C=NNC2=CC1)N(C)C)C1=CC=CC=C1 (3R)-3-cyclopropyl-N-[(2S)-2-(dimethylamino)-3-(1H-indazol-5-yl)propyl]-3-phenylpropanamide